C1(CCCCC1)NC(CCCCCC[NH-])C1=CC=C(C=C1)C1C(NC(CC1)=O)=O 7-(Cyclohexylamino)-N-(4-(2,6-dioxopiperidin-3-yl)phenyl)heptylamide